p-fluorophenyl-boronic acid FC1=CC=C(C=C1)B(O)O